(2-chloro-4-((4-nitrophenethyl)amino)quinolin-6-yl)(phenyl)methanone ClC1=NC2=CC=C(C=C2C(=C1)NCCC1=CC=C(C=C1)[N+](=O)[O-])C(=O)C1=CC=CC=C1